N1CCC(CC1)CC1=CC=C(C=C1)NC(OCC1=CN=CO1)=O oxazol-5-ylmethyl (4-(piperidin-4-ylmethyl)phenyl)carbamate